[N+](=O)([O-])C=1C=CC(=NC1)SSC1=NC=C(C=C1)[N+](=O)[O-] 2,2'-dithiobis(5-nitropyridin)